(1S,2S)-N-(7-chloro-6-(1-((3S,4S)-4-hydroxy-3-methyltetrahydrofuran-3-yl)piperidin-4-yl)isoquinolin-3-yl)-2-(tetrahydrofuran-2-yl)cyclopropane-1-carboxamide ClC1=C(C=C2C=C(N=CC2=C1)NC(=O)[C@@H]1[C@H](C1)C1OCCC1)C1CCN(CC1)[C@]1(COC[C@H]1O)C